C1C(C12CC2)S(=O)(=O)C=2N=C1N(N2)CCC1 2-spiro[2.2]pentan-2-ylsulfonyl-6,7-dihydro-5H-pyrrolo[1,2-b][1,2,4]triazole